2-[2-[3-(Dibenzylamino)-2-fluoro-1,1-dimethyl-propoxy]ethoxy]ethyl methanesulfonate CS(=O)(=O)OCCOCCOC(C(CN(CC1=CC=CC=C1)CC1=CC=CC=C1)F)(C)C